ClC=1C(=C(N)C=C(C1)C)N1CCOCC1 3-chloro-5-methyl-2-(morpholin-4-yl)aniline